(2S)-benzyl 2-hydroxypropionate O[C@H](C(=O)OCC1=CC=CC=C1)C